The molecule is a cyclodepsipeptide antibiotic that is isolated from Streptomyces sp. SNA15896 and also exhibits antitumour activity. It has a role as a bacterial metabolite. It is a cyclodepsipeptide, a dithioacetal, a heterodetic cyclic peptide, a hydroxyquinoline and a peptide antibiotic. CCC(C)S[C@H]1[C@H]2C(=O)N([C@]3(C[C@@H]3C)C(=O)OC[C@H](C(=O)N[C@H](C(=O)N([C@@H](CS1)C(=O)N([C@]4(C[C@@H]4C)C(=O)OC[C@H](C(=O)N[C@H](C(=O)N2C)C)NC(=O)C5=NC6=CC=CC=C6C=C5O)C)C)C)NC(=O)C7=NC8=CC=CC=C8C=C7O)C